(3-bromo-4-fluorophenyl)-3-(4-((2-(methylthio)ethyl)amino)-1,2,5-oxadiazol-3-yl)-1,2,4-oxadiazol-5(4H)-one BrC=1C=C(C=CC1F)N1C(=NOC1=O)C1=NON=C1NCCSC